N-[(1S)-1-(dicyclopropylmethyl)-2-[[5-(3,5-dimethyl-1H-pyrazol-4-yl)-6-fluoro-2-pyridyl]amino]-2-oxo-ethyl]-4-fluoro-2-(3-hydroxypropyl)pyrazole-3-carboxamide C1(CC1)C([C@@H](C(=O)NC1=NC(=C(C=C1)C=1C(=NNC1C)C)F)NC(=O)C=1N(N=CC1F)CCCO)C1CC1